N-((6-chloropyridin-3-yl)methyl)-4-(5-(3,5-dichloro-4-fluorophenyl)-5-(trifluoromethyl)-4,5-dihydroisoxazol-3-yl)-N-butyl-2-methylbenzamide ClC1=CC=C(C=N1)CN(C(C1=C(C=C(C=C1)C1=NOC(C1)(C(F)(F)F)C1=CC(=C(C(=C1)Cl)F)Cl)C)=O)CCCC